FC(CC(C(=O)NC1=NC=CC(=C1)C1=C(C2=NC(=CC(=C2N1)O[C@@H]1COCC1)F)C1=NC=CC=C1)C1=CC=C(C=C1)F)F 4,4-Difluoro-N-{4-[5-fluoro-7-{[(3S)-oxolan-3-yl]oxy}-3-(pyridin-2-yl)-1H-pyrrolo[3,2-b]pyridin-2-yl]pyridin-2-yl}-2-(4-fluorophenyl)butanamid